2,4-diethyl-phenol C(C)C1=C(C=CC(=C1)CC)O